FC=1C=C(COC2=C(C(=O)O)C(=CC(=C2)OS(=O)(=O)C2=CC=C(C)C=C2)OS(=O)(=O)C2=CC=C(C)C=C2)C=CC1F 2-((3,4-Difluorobenzyl)oxy)-4,6-bis(tosyloxy)benzoic acid